N-(3-Methyl-4-((1-methyl-1H-benzo[d]imidazol-5-yl)oxy)phenyl)-6-(methanesulfonyl)pyrimido[5,4-d]pyrimidin-4-amine CC=1C=C(C=CC1OC1=CC2=C(N(C=N2)C)C=C1)NC=1C2=C(N=CN1)C=NC(=N2)S(=O)(=O)C